N-[(1S)-1-[[(1S)-2-amino-2-oxo-1-[[(3S)-2-oxo-3-piperidyl]methyl]ethyl]carbamoyl]-3,3-dimethyl-butyl]-4-methoxy-1H-indole-2-carboxamide NC([C@H](C[C@H]1C(NCCC1)=O)NC(=O)[C@H](CC(C)(C)C)NC(=O)C=1NC2=CC=CC(=C2C1)OC)=O